2,5-dioxopyrrolidin-1-yl 4-(cyclooct-4-en-1-yloxy)benzoate C1(CCC=CCCC1)OC1=CC=C(C(=O)ON2C(CCC2=O)=O)C=C1